N1CCC12CCC2 1-azaspiro(3.3)heptane